C1(CC1)C=1C=CC=2N(C1)C=C(N2)CNC2=CC=NC=N2 6-(((6-cyclopropylimidazo[1,2-a]pyridin-2-yl)methyl)amino)pyrimidin